9,10-diethylanthracene C(C)C=1C2=CC=CC=C2C(=C2C=CC=CC12)CC